(5-bromo-2,3-dimethoxyphenoxy)(tert-butyl)diphenylsilane BrC=1C=C(C(=C(O[Si](C2=CC=CC=C2)(C2=CC=CC=C2)C(C)(C)C)C1)OC)OC